BrC=1C=C(C=CC1)/C=C/CSC (trans)-(3-(3-bromophenyl)allyl)(methyl)sulfur